2-(4-chloro-3-fluoro-phenoxy)-N-[3-[4-[3-trans-(trifluoromethoxy)cyclobutyl]imidazol-1-yl]-1-bicyclo[1.1.1]pentanyl]acetamide ClC1=C(C=C(OCC(=O)NC23CC(C2)(C3)N3C=NC(=C3)C3(CCC3)OC(F)(F)F)C=C1)F